4-(2-pentadecyl-1H-benzo[d]imidazol-1-yl)thiophene-2-carboxamide C(CCCCCCCCCCCCCC)C1=NC2=C(N1C=1C=C(SC1)C(=O)N)C=CC=C2